((1s,3s)-3-hydroxy-3-methylcyclobutyl)(6-(3-methylbenzyl)-2-azaspiro[3.3]hept-2-yl)methanone OC1(CC(C1)C(=O)N1CC2(C1)CC(C2)CC2=CC(=CC=C2)C)C